9-{4-[3-(1,1-difluoroethyl)phenoxy]phenyl}-3,4,6,7,8,9-hexahydropyrido[2,1-c][1,2,4]thiadiazine 2,2-dioxide FC(C)(F)C=1C=C(OC2=CC=C(C=C2)C2CCCN3C2=NS(CC3)(=O)=O)C=CC1